C(C)N(S(=O)(=O)C=1C=C2C(=CN1)N(C=C2)C(=O)OC(C)(C)C)[C@@H](C(F)(F)F)C2=CC=C(C=C2)F tert-butyl (R)-5-(N-ethyl-N-(2,2,2-trifluoro-1-(4-fluorophenyl)ethyl)sulfamoyl)-1H-pyrrolo[2,3-c]pyridine-1-carboxylate